ClC=1C=C2C(C(=C(OC2=CC1)C(=O)NCC=1C=NC=CC1)C(C1=CC(=C(C=C1)OC)OC)=O)=O 6-chloro-3-(3,4-dimethoxybenzoyl)-4-oxo-N-(pyridin-3-ylmethyl)-4H-chromene-2-carboxamide